3-fluorobicyclo[1.1.1]pentan FC12CC(C1)C2